2-(2-(methyl(6-methyl-2-((4-(2-phenylacetamido)phenyl)amino)pyrimidin-4-yl)amino)ethoxy)ethyl methanesulfonate CS(=O)(=O)OCCOCCN(C1=NC(=NC(=C1)C)NC1=CC=C(C=C1)NC(CC1=CC=CC=C1)=O)C